NC1(CCOCC1)C(=O)O 4-aminotetrahydro-2H-pyran-4-carboxylic acid